(3R,4S)-3-cyclopropyl-1-(6-(2,3-dihydro-1H-pyrrolo[2,3-b]pyridin-5-yl)pyrazolo[1,5-a]pyrazin-4-yl)-4-methyl-2-oxopyrrolidine-3-carbonitrile C1(CC1)[C@]1(C(N(C[C@H]1C)C=1C=2N(C=C(N1)C=1C=C3C(=NC1)NCC3)N=CC2)=O)C#N